BrC1=C(C2=C(CC3(C=4C=NNC24)CC3)O1)C 7'-bromo-8'-methyl-1',5'-dihydrospiro[cyclopropane-1,4'-furo[2,3-g]indazole]